CC1=C(C=C(C(=C1)CC1=CC(=CC=C1)[N+](=O)[O-])C)N=CN(C)CC N'-(2,5-dimethyl-4-(3-nitrobenzyl)phenyl)-N-ethyl-N-methylformimidamide